ClC1=CC2=C(O[C@@H](CNS2(=O)=O)CC)C=C1F (4R)-8-Chloro-4-ethyl-7-fluoro-3,4-dihydro-2H-5,1,2-benzoxathiazepine 1,1-dioxide